2-[3-(2,6-dimethylphenyl)-4-methoxy-phenyl]-5-methyl-3-oxido-N-[3-(trifluoromethyl)phenyl]-1H-imidazol-3-ium-4-carboxamide CC1=C(C(=CC=C1)C)C=1C=C(C=CC1OC)C=1NC(=C([N+]1[O-])C(=O)NC1=CC(=CC=C1)C(F)(F)F)C